N-{8-(cyclohexyloxy)quinolin-5-yl}acrylamide C1(CCCCC1)OC=1C=CC(=C2C=CC=NC12)NC(C=C)=O